ClC1=NC=C(C(=C1)C1=C(C=NC(=C1)C)C(=O)NC=1SC(=NN1)C(N(C1CCC(CC1)OC)C)=O)OC 2'-chloro-5'-methoxy-6-methyl-N-(5-{methyl-[(1r,4r)-4-methoxycyclohexyl]carbamoyl}-1,3,4-thiadiazol-2-yl)-[4,4'-bipyridine]-3-carboxamide